2-(((1r,3s)-1-amino-3-(trifluoromethyl)cyclohexyl)methoxy)-4-(imidazo[1,2-a]pyridin-3-yl)-6-(methylthio)benzonitrile N[C@]1(C[C@H](CCC1)C(F)(F)F)COC1=C(C#N)C(=CC(=C1)C1=CN=C2N1C=CC=C2)SC